Sodium (R)-5-(methylsulfonyl)-2-((1,1,1-trifluoropropan-2-yl)oxy)benzoate CS(=O)(=O)C=1C=CC(=C(C(=O)[O-])C1)O[C@@H](C(F)(F)F)C.[Na+]